tert-butyl (S)-(3-((8-(3-(1-(2-cyclohexylethyl)piperidin-3-yl)-5-oxo-4,5-dihydro-1H-1,2,4-triazol-1-yl)-2-oxo-1,2-dihydroquinolin-5-yl)oxy)propyl)carbamate C1(CCCCC1)CCN1C[C@H](CCC1)C1=NN(C(N1)=O)C=1C=CC(=C2C=CC(NC12)=O)OCCCNC(OC(C)(C)C)=O